C(#N)C1=C(C=CC=C1)C=CC(=O)O 3-(2-cyanophenyl)acrylic acid